6,8-difluoro-N-formyl-2-imino-2H-chromen-3-thioamide FC=1C=C2C=C(C(OC2=C(C1)F)=N)C(NC=O)=S